(R*)-6-(Cyclopropanecarboxamido)-N-(methyl-d3)-4-((1-methyl-4-oxo-5-(1,1,1-trifluoropropan-2-yl)-4,5-dihydro-1H-pyrrolo[3,2-c]pyridin-3-yl)amino)nicotinamide C1(CC1)C(=O)NC1=NC=C(C(=O)NC([2H])([2H])[2H])C(=C1)NC1=CN(C2=C1C(N(C=C2)[C@@H](C(F)(F)F)C)=O)C |o1:29|